COCCNC1=NC=CC(=N1)OC1CN(CC1)CC(=O)N 2-(3-((2-((2-methoxyethyl)amino)pyrimidin-4-yl)oxy)pyrrolidin-1-yl)acetamide